ClC1=C(C=2N=C(NC(C2C=N1)=O)SC)F 7-chloro-8-fluoro-2-(methylsulfanyl)-3H,4H-pyrido[4,3-d]pyrimidin-4-one